BrC1=C(C=C2C(C=C(N(C2=C1)C1CCCC1)C)=O)F 7-bromo-1-cyclopentyl-6-fluoro-2-methylquinolin-4(1H)-one